C(CCCC=CCCCCCCCCCCCCCCCCCCCCCCCC)(=O)O 5-Triacontenoic acid